FC=1C=CC2=C(C=C(O2)C=2OC(=NN2)SSC(C)C)C1 2-(5-fluorobenzofuran-2-yl)-5-(isopropyldithio)-1,3,4-oxadiazole